N-((2R)-1-(4-(1H-indazol-6-yl)-2-methyl-1,3-dioxo-2,8-diazaspiro[4.5]decan-8-yl)-3-methyl-1-oxobutan-2-yl)-2-fluoro-5-(trifluoromethyl)benzamide N1N=CC2=CC=C(C=C12)C1C(N(C(C12CCN(CC2)C([C@@H](C(C)C)NC(C2=C(C=CC(=C2)C(F)(F)F)F)=O)=O)=O)C)=O